CN1CCC(CC1)CNC(OC1=CC=C(C=C1)[N+](=O)[O-])=O 4-nitrophenyl ((1-methylpiperidin-4-yl)methyl)carbamate